C1(=CC=C(C=C1)C(=O)OC[C@@H]([C@@H](C(=O)OC(C)(C)C)NC(=O)OC(C)(C)C)O)C1=CC=CC=C1 (2R,3S)-4-(tert-butoxy)-3-((tert-butoxycarbonyl)amino)-2-hydroxy-4-oxobutyl [1,1'-biphenyl]-4-carboxylate